1-(6-(difluoromethoxy)pyridin-3-yl)-7-(5,6,7,8-tetrahydro-1,8-naphthyridin-2-yl)hept-1-en-3-one FC(OC1=CC=C(C=N1)C=CC(CCCCC1=NC=2NCCCC2C=C1)=O)F